6-chloro-3-(((R)-1-(2-(6-(((S)-3,3-difluoro-1-methylpiperidin-4-yl)methoxy)pyridin-3-yl)-3,6-dimethyl-4-oxo-3,4-dihydroquinazolin-8-yl)ethyl)amino)-N-(methylsulfonyl)picolinamide ClC1=CC=C(C(=N1)C(=O)NS(=O)(=O)C)N[C@H](C)C=1C=C(C=C2C(N(C(=NC12)C=1C=NC(=CC1)OC[C@H]1C(CN(CC1)C)(F)F)C)=O)C